2-(3-(1-(4-methyl-4H-1,2,4-triazol-3-yl)propan-2-yl)phenyl)-6-(2-(pyrrolidin-1-yl)ethoxy)-7-(trifluoromethyl)-1H-benzo[d]imidazole CN1C(=NN=C1)CC(C)C=1C=C(C=CC1)C1=NC2=C(N1)C(=C(C=C2)OCCN2CCCC2)C(F)(F)F